6-[2-[[4-[5-(difluoromethyl)-1,3,4-oxadiazol-2-yl]-2,3-difluorophenyl]methyl]tetrazol-5-yl]quinolin-3-amine FC(C1=NN=C(O1)C1=C(C(=C(C=C1)CN1N=C(N=N1)C=1C=C2C=C(C=NC2=CC1)N)F)F)F